3-mercapto-cyclohexaneethanethiol Potassium Hydrogen fluoride F.[K].SC1CC(CCC1)CCS